1-(3-(3-bromo-2-chlorophenoxy)propyl)-4-(diethoxymethyl)-1H-1,2,3-triazole BrC=1C(=C(OCCCN2N=NC(=C2)C(OCC)OCC)C=CC1)Cl